ClC1=C(C=CC=C1NC(=O)C=1SC=2CNCCC2N1)C1=CC=CC=C1 N-(2-chlorobiphenyl-3-yl)-4,5,6,7-tetrahydro[1,3]thiazolo[5,4-c]pyridine-2-carboxamide